ethyl 5-bromo-7-(bromomethyl)benzofuran-3-carboxylate BrC=1C=C(C2=C(C(=CO2)C(=O)OCC)C1)CBr